1-[4-[[3-(2-amino-2-oxo-ethoxy)-1-methyl-2-oxo-6-quinolyl]amino]-5-chloro-pyrimidin-2-yl]piperidine-4-carboxylic acid NC(COC=1C(N(C2=CC=C(C=C2C1)NC1=NC(=NC=C1Cl)N1CCC(CC1)C(=O)O)C)=O)=O